C(C)O[Si](CCC1CC(OC1)=O)(OCC)OCC 4-(2-(triethoxysilyl)ethyl)dihydrofuran-2(3H)-one